(S)-quinuclidin-3-yl (6-fluoro-5-(2-methoxypyridin-4-yl)-2,2-dimethyl-2,3-dihydro-1H-inden-1-yl)carbamate FC1=C(C=C2CC(C(C2=C1)NC(O[C@@H]1CN2CCC1CC2)=O)(C)C)C2=CC(=NC=C2)OC